N[Se]N aminoselenoether